CC1N(C(CCC1)C)CC(=O)O 2,6-dimethylpiperidinoacetic acid